C(C)C(C(=O)[O-])N1C(CCC1)=O alpha-ethyl-2-oxo-1-pyrrolidineacetate